Methyl (2E)-2-[2-[[(E)-(3,3-dimethylindan-1-ylidene)amino]oxymethyl]-3-methyl-phenyl]-2-methoxyimino-acetate CC1(C/C(/C2=CC=CC=C12)=N\OCC1=C(C=CC=C1C)\C(\C(=O)OC)=N/OC)C